CC(C)C[C@@H](C(=O)O)NC(=O)C N-Acetyl-L-leucine